C[C@]12CC[C@H]3[C@H]([C@@H]1CC[C@@H]2CC=O)CCC4[C@@]3(CCCC4)C ketopregnane